ClC1=CC=C(C=C1)C1=NC(C=2N(C3=C1C(=C(S3)C)C)C(=NN2)C)CC(=O)NCCCC(=O)NC2=CC=C(C(=O)[O-])C=C2 4-(4-(2-(4-(4-chlorophenyl)-2,3,9-trimethyl-6H-thieno[3,2-f][1,2,4]triazolo[4,3-a][1,4]diazepin-6-yl)acetamido)butanamido)benzoate